6-amino-N-[[(2R,5S)-2-[4-(4-chlorophenoxy)phenyl]-3-oxo-1,4-thiazepan-5-yl]methyl]pyridine-3-carboxamide NC1=CC=C(C=N1)C(=O)NC[C@H]1NC([C@H](SCC1)C1=CC=C(C=C1)OC1=CC=C(C=C1)Cl)=O